1-cyclopropyl-N-(5-(1-(5-(trifluoromethyl)pyridin-2-yl)-1H-pyrazol-4-yl)-1H-indol-3-yl)methanesulfonamide C1(CC1)CS(=O)(=O)NC1=CNC2=CC=C(C=C12)C=1C=NN(C1)C1=NC=C(C=C1)C(F)(F)F